1,4-diphenyl-butylene glycol C1(=CC=CC=C1)C(CCC(C1=CC=CC=C1)O)O